N,N'-EthyleneBisacrylamide C(CNC(C=C)=O)NC(C=C)=O